Linalyl Acetate (3,7-dimethyloctan-3-yl acetate) CC(CC)(CCCC(C)C)CC(=O)O.C(C)(=O)OC(C)(C=C)CCC=C(C)C